C1(=CC=CC=C1)S(=O)(=O)[O-] phenyl-sulfonat